COC=1C=C(CNC(CSC=2NC=C(N2)C(=O)O)=O)C=CC1OC 2-((2-((3,4-DIMETHOXYBENZYL)AMINO)-2-OXOETHYL)THIO)-1H-IMIDAZOLE-4-CARBOXYLIC ACID